C(C)(=O)N1CCCC2=CC=C(C=C12)NC(C(=C)C1=CC=C(C=C1)Cl)=O N-(1-acetyl-3,4-dihydro-2H-quinolin-7-yl)-2-(4-chlorophenyl)acrylamide